methyl 4-(2-fluoro-6-methoxy-3-((trimethylsilyl) ethynyl) phenyl)-6-methylnicotinate FC1=C(C(=CC=C1C#C[Si](C)(C)C)OC)C1=CC(=NC=C1C(=O)OC)C